3-[[4-[(3S)-3-[(7-tert-Butoxycarbonyl-7-azaspiro[3.5]nonan-2-yl)amino]-5-methyl-hexyl]-6-(2,6-dimethylphenyl)pyrimidin-2-yl]sulfamoyl]benzoic acid C(C)(C)(C)OC(=O)N1CCC2(CC(C2)N[C@@H](CCC2=NC(=NC(=C2)C2=C(C=CC=C2C)C)NS(=O)(=O)C=2C=C(C(=O)O)C=CC2)CC(C)C)CC1